CSC1=NN=C(S1)NC(=O)C=1OC(=NN1)C1=NC=CC=C1 N-(5-(Methylthio)-1,3,4-thiadiazol-2-yl)-5-(pyridin-2-yl)-1,3,4-oxadiazole-2-carboxamide